6-bromo-3-fluoro-2-(trifluoromethoxy)benzoic acid methyl ester COC(C1=C(C(=CC=C1Br)F)OC(F)(F)F)=O